2'-[6-amino-5-(trifluoromethyl)pyridin-3-yl]-N-[2,2,2-trifluoro-1-phenylethyl]-5',6'-dihydrospiro[pyrrolidine-3,4'-pyrrolo[1,2-b]pyrazole]-1-carboxamide NC1=C(C=C(C=N1)C=1C=C2N(N1)CCC21CN(CC1)C(=O)NC(C(F)(F)F)C1=CC=CC=C1)C(F)(F)F